CC(=O)N[C@@H]1[C@H]([C@@H]([C@H](OC1OP(=O)([O-])OP(=O)([O-])OC[C@@H]2[C@H]([C@H]([C@@H](O2)N3C=CC(=O)NC3=O)O)O)C(=O)[O-])O)O The molecule is trianion of UDP-N-acetyl-2-amino-2-deoxy-D-glucuronic acid arising from deprotonation of carboxylic acid and phosphate functions. It is a nucleotide-sugar oxoanion and a carbohydrate acid derivative anion. It is a conjugate base of an UDP-N-acetyl-2-amino-2-deoxy-D-glucuronic acid.